14-methylbicyclo[10.3.0]pentadecene CC1CC2CCCCCCCCCC=C2C1